ethyl 3-((2-((tert-butoxycarbonyl) amino) ethyl) amino)-5-methylpyrazine-2-carboxylate C(C)(C)(C)OC(=O)NCCNC=1C(=NC=C(N1)C)C(=O)OCC